9-fluoro-5-[4-[(3S)-1-(3-fluoropropyl)pyrrolidin-3-yl]oxyphenyl]-4-(1H-indol-6-yl)-2,3-dihydro-1-benzoxepin-8-ol FC1=C(C=CC=2C(=C(CCOC21)C2=CC=C1C=CNC1=C2)C2=CC=C(C=C2)O[C@@H]2CN(CC2)CCCF)O